C(C)(C)(C)OC(N(CC1=CC=C(C=C1)OC)C=1SC=C(N1)C1=CN=C2N1C=C(C(=C2)OC)S(=O)(=O)C(C)(C)C)=O (4-(6-(tert-Butylsulfonyl)-7-methoxyimidazo[1,2-a]pyridin-3-yl)thiazol-2-yl)(4-methoxybenzyl)carbamic acid tert-butyl ester